CC(CN)CC(CCC)C 2,4-dimethylheptanamine